C(C)(C)(C)OC(=O)N(C(OC(C)(C)C)=O)CC1=C(C=C(C=C1)[N+](=O)[O-])F tert-butyl N-[(tert-butoxy)carbonyl]-N-[(2-fluoro-4-nitrophenyl)methyl]carbamate